(6aS)-8-acryloyl-4-chloro-1-(2,2-dimethylmorpholino)-3-(2-fluoro-6-hydroxyphenyl)-6,6a,7,8,9,10-hexahydro-12H-pyrazino[2,1-c]pyrido[3,4-f][1,4]oxazepin-12-one C(C=C)(=O)N1C[C@H]2COC3=C(C(N2CC1)=O)C(=NC(=C3Cl)C3=C(C=CC=C3O)F)N3CC(OCC3)(C)C